BrCC/C=C/CCC(OCC)OC(CC\C=C\CCBr)OCC (3E)-6-bromo-3-hexenylethyloxymethyl ether